ClC1=CC=C2C(=NC(N(C2=C1C)C)(C)C)C=1C=NC(=C(C1)C)C(F)F 7-chloro-4-(6-(difluoromethyl)-5-methylpyridin-3-yl)-1,2,2,8-tetramethyl-1,2-dihydroquinazoline